2,2-bis[4-(4-aminophenoxy)phenyl]benzene NC1=CC=C(OC2=CC=C(C=C2)C2(CC=CC=C2)C2=CC=C(C=C2)OC2=CC=C(C=C2)N)C=C1